OC(CN1C(=NC=C1)C(C)C)(P(O)(=O)O)P(O)(=O)O 1-hydroxy-2-(2-isopropyl-1H-imidazole-1-yl)-ethane-1,1-bisphosphonic acid